C(#C)C1=C2C(=CC(=CC2=CC=C1)O)C1=C(C=2N=C(N=C(C2C=N1)N1CC2NCCCC2C1)OC[C@]12CCCN2C[C@@H](C1)F)F 5-ethynyl-4-(8-fluoro-2-(((2R,7aS)-2-fluorotetrahydro-1H-pyrrolizin-7a(5H)-yl)methoxy)-4-(octahydro-6H-pyrrolo[3,4-b]pyridin-6-yl)pyrido[4,3-d]pyrimidin-7-yl)naphthalen-2-ol